Cl.CC1=C(C2=C(C(N1)=O)CNC2)C 6,7-Dimethyl-1,2,3,5-tetrahydro-4H-pyrrolo[3,4-c]pyridin-4-one, hydrochloride salt